C(C)(C)(C)OC(=O)N1C2CNCC1(C2)C2=NC=C(C=C2)Br (5-bromopyridin-2-yl)-3,6-diazabicyclo[3.1.1]heptane-6-carboxylic acid tert-butyl ester